(R)-4-(4-((1-(3-amino-5-(trifluoromethyl)phenyl)ethyl)amino)-2-methyl-7,8-Dihydropyrido[4,3-d]pyrimidin-6(5H)-yl)-N,N-dimethylcyclohexane-1-carboxamide NC=1C=C(C=C(C1)C(F)(F)F)[C@@H](C)NC=1C2=C(N=C(N1)C)CCN(C2)C2CCC(CC2)C(=O)N(C)C